COC1=CC=CC=2NC=NC21 4-methoxy-1H-benzimidazol